O[C@H](CC=1C=CC2=C(COC(O2)(C)C)C1)NC(C)(C)C 6-((R)-hydroxy-2-(tert-butylamino)-ethyl)-2,2-dimethyl-4H-benzo[1,3]dioxin